C(C)(=O)N1CCC(CC1)N1C(C2=NNC(=C2[C@H]1C1=CC=C(C=C1)C(F)(F)F)C1=C(C=CC(=C1)C)OCC1=CC=CC=C1)=O |r| rac-5-(1-acetylpiperidin-4-yl)-3-(2-(benzyloxy)-5-methylphenyl)-4-(4-(trifluoromethyl)phenyl)-4,5-dihydropyrrolo[3,4-c]pyrazol-6(2H)-one